FC1=C(C=CC=C1)CCN(C=O)CC(=O)O 2-{N-[2-(2-fluorophenyl)ethyl]formamido}acetic acid